C(C)N(C(SC1[C@H](O)[C@@H](O)[C@H](O[C@H]2[C@H](O)[C@@H](O)[C@@H](O)[C@H](O2)CO)[C@H](O1)CO)=S)CC Lactosyl diethyldithiocarbamate